(1R,3R)-3-((S)-2-((R)-(5-fluoro-2-methoxyphenyl)(hydroxy)methyl)-6-(methoxy-carbonyl)-7-methyl-6,7,8,9-tetrahydro-3H-imidazo[4,5-f]quinolin-3-yl)cyclohexane-1-carboxylic acid FC=1C=CC(=C(C1)[C@H](C=1N(C=2C(=C3CC[C@@H](N(C3=CC2)C(=O)OC)C)N1)[C@H]1C[C@@H](CCC1)C(=O)O)O)OC